P(=O)([O-])([O-])[O-].[NH4+].[NH4+].[NH4+] Tri-ammonium phosphate